dimethyl (2-cyclopropyl-2-(3-(((trans)-4-(2-fluoro-5-methoxyphenyl)cyclohexyl)methoxy)phenyl)ethyl)phosphonate C1(CC1)C(CP(OC)(OC)=O)C1=CC(=CC=C1)OC[C@@H]1CC[C@H](CC1)C1=C(C=CC(=C1)OC)F